COC1=C(CN2[C@@H](C=3N(CC2)C(=NN3)C=3SC=2N=CN=CC2N3)C)C=CC(=C1)OC (R)-2-(7-(2,4-dimethoxybenzyl)-8-Methyl-5,6,7,8-tetrahydro-[1,2,4]triazolo[4,3-a]pyrazin-3-yl)thiazolo[5,4-d]pyrimidine